α-trifluoromethyl-acrylic acid FC(C(C(=O)O)=C)(F)F